C(C)(C)C=1C=C(C=CC1)C12CN(CC2C1)C(=O)C1CC2(C1)NC(OC2)=O (rac)-(2s,4s)-2-(1-(3-Isopropylphenyl)-3-azabicyclo[3.1.0]hexan-3-carbonyl)-7-oxa-5-azaspiro[3.4]octan-6-on